OC=1C=C2C=C(N=NC2=CC1O)C 6,7-dihydroxyl-3-methylcinnoline